Ethyl (2S)-2-[[(2S)-2-acetamido-3-[5-[bis(2-chloroethyl)amino]-1-methyl-benzimidazol-2-yl]propanoyl]amino]-3-(4-fluorophenyl)propanoate C(C)(=O)N[C@H](C(=O)N[C@H](C(=O)OCC)CC1=CC=C(C=C1)F)CC1=NC2=C(N1C)C=CC(=C2)N(CCCl)CCCl